FC1=C(C#N)C(=CC(=C1)C=1OC=CN1)OC 2-fluoro-6-methoxy-4-(oxazol-2-yl)benzonitrile